2-(2,6-Dioxo-3-piperidyl)-5-piperazin-1-yl-isoindoline O=C1NC(CCC1N1CC2=CC=C(C=C2C1)N1CCNCC1)=O